(6R,8aS)-6-(8-amino-1-(4-((S)-1-hydroxy-1-(3-(trifluoromethyl)phenyl)ethyl)phenyl)imidazo[1,5-a]pyrazin-3-yl)hexahydroindolizin-3(2H)-one NC=1C=2N(C=CN1)C(=NC2C2=CC=C(C=C2)[C@@](C)(C2=CC(=CC=C2)C(F)(F)F)O)[C@H]2CN1C(CC[C@@H]1CC2)=O